(2S,4R)-1-[(2S)-2-(4-cyclopropyltriazol-1-yl)-3,3-dimethyl-butanoyl]-N-[[3-(3-fluorophenyl)-1,2,4-oxadiazol-5-yl]methyl]-4-hydroxy-pyrrolidine-2-carboxamide C1(CC1)C=1N=NN(C1)[C@H](C(=O)N1[C@@H](C[C@H](C1)O)C(=O)NCC1=NC(=NO1)C1=CC(=CC=C1)F)C(C)(C)C